C(C=C)(=O)NCC=O acryloylaminoacetaldehyde